N-(2,3-difluorobenzyl)-4-(1-methyl-1H-indazol-5-yl)-5-(6-methylpyridin-2-yl)-1H-imidazol-2-amine FC1=C(CNC=2NC(=C(N2)C=2C=C3C=NN(C3=CC2)C)C2=NC(=CC=C2)C)C=CC=C1F